(2-(4-(quinolin-4-ylmethoxy)benzoyl)octahydrocyclopenta[c]pyrrol-4-yl)carbamic acid tert-butyl ester C(C)(C)(C)OC(NC1CCC2CN(CC21)C(C2=CC=C(C=C2)OCC2=CC=NC1=CC=CC=C21)=O)=O